methyl (E)-3-(5-acetyl-3-methylthiophen-2-yl)acrylate C(C)(=O)C1=CC(=C(S1)/C=C/C(=O)OC)C